tert-Butyl 4-(5-((6-(3,5-dichlorophenyl)-4-((4-(2-(methylamino)-2-oxoethyl)piperazin-1-yl)methyl)pyridin-2-yl)oxy)pyridin-2-yl)piperazine-1-carboxylate ClC=1C=C(C=C(C1)Cl)C1=CC(=CC(=N1)OC=1C=CC(=NC1)N1CCN(CC1)C(=O)OC(C)(C)C)CN1CCN(CC1)CC(=O)NC